3-methoxy-4-(pyridin-3-ylmethoxy)aniline COC=1C=C(N)C=CC1OCC=1C=NC=CC1